ClC=1C=C(C=C(C1)Cl)S(=O)(=O)N1[C@H](C[C@@H](C1)OC1=C(C=C(C=C1)I)F)C(=O)NC (2R,4S)-1-((3,5-dichlorophenyl)sulfonyl)-4-(2-fluoro-4-iodophenoxy)-N-methylpyrrolidine-2-carboxamide